BrC1=C(C(=C(C(=C1C1=C(C=CC=C1)C)Cl)F)C=O)OC bromo-2-chloro-5-methoxy-3-fluoro-2'-methyl-[1,1'-biphenyl]-4-formaldehyde